2-fluoro-N-(4-(perfluoroprop-2-yl)-2-(trifluoromethyl)phenyl)benzamide FC1=C(C(=O)NC2=C(C=C(C=C2)C(C(F)(F)F)(C(F)(F)F)F)C(F)(F)F)C=CC=C1